morpholinethanesulfonic acid monohydrate O.N1(CCOCC1)CCS(=O)(=O)O